(benzylthio)-5-formyl-1H-indazole-1-carboxylate C(C1=CC=CC=C1)SC1=NN(C2=CC=C(C=C12)C=O)C(=O)[O-]